7-(5-benzylidene-2,4-dioxothiazolidin-3-yl)heptanoic acid ethyl ester C(C)OC(CCCCCCN1C(SC(C1=O)=CC1=CC=CC=C1)=O)=O